4-{[(5-{4-[(1-methylpiperidin-4-yl)amino]-1-(2,2,2-trifluoroethyl)-1H-indol-2-yl}-1,3,4-thiadiazol-2-yl)methyl]carbamoyl}benzoic acid CN1CCC(CC1)NC1=C2C=C(N(C2=CC=C1)CC(F)(F)F)C1=NN=C(S1)CNC(=O)C1=CC=C(C(=O)O)C=C1